C[Si](OC(C#C)(C)C)(OC(C#C)(C)C)C=C methyl-vinyl-bis(3-methyl-1-butyn-3-oxy)silane